C(C)(C)(C)OC(=O)N1C[C@H]([C@@H](C1)C1=CC=C(C=C1)NS(=O)(=O)C)COC1=CC=C2CN(C(C2=C1)=O)C(=O)OC(C)(C)C |r| (+/-)-tert-butyl 6-{[trans-1-(tert-butoxycarbonyl)-4-(4-(methylsulfonamido)phenyl)pyrrolidin-3-yl]methoxy}-1-oxoisoindoline-2-carboxylate